(S)-N-(1-(4-((4-cyclopropyl-1,5-naphthyridin-3-yl)amino)phenyl)-2,2,2-trifluoroethyl)-N-methyl-1-(3-methyl-1,2,4-oxadiazol-5-yl)piperidine-4-carboxamide C1(CC1)C1=C(C=NC2=CC=CN=C12)NC1=CC=C(C=C1)[C@@H](C(F)(F)F)N(C(=O)C1CCN(CC1)C1=NC(=NO1)C)C